COC=1N=C2C(=CC=NC2=CC1OC)C1=C(C2=C(N1)CCOC2=O)I 2-(6,7-dimethoxy-1,5-naphthyridin-4-yl)-3-iodo-1H,6H,7H-pyrano[4,3-b]pyrrol-4-one